FC(C1=CC=C(C=C1)N1CCC(CCC1)N1CC2(CS(C2)(=O)=O)CC1)(F)F 6-(1-(4-(Trifluoromethyl)phenyl)azepan-4-yl)-2-thia-6-azaspiro[3.4]octane 2,2-dioxide